Methyl 2-[(4-bromo-2-fluoro-5-methyl-phenyl)methyl]-3-[(3S)-4,4-dimethyltetrahydrofuran-3-yl]-7-fluoro-benzimidazole-5-carboxylate BrC1=CC(=C(C=C1C)CC=1N(C2=C(N1)C(=CC(=C2)C(=O)OC)F)[C@@H]2COCC2(C)C)F